FC(S(=O)(=O)OC1=C(C(=C(C=C1)C=1C(=NN(C1)CCOC)C(C)C)F)F)(F)F [2,3-difluoro-4-[3-isopropyl-1-(2-methoxyethyl) pyrazol-4-yl] phenyl] trifluoromethanesulfonate